BrC1=CC(=C(C=C1)CC#N)F (4-bromo-2-fluoro-phenyl)-acetonitrile